isotridecyl-aniline C(CCCCCCCCCC(C)C)NC1=CC=CC=C1